CC1=C2CC3=C(C(=C(N3)CC4=C(C(=C(N4)CC5=C(C(=C(N5)CC(=C1CCC(=O)[O-])N2)C)CCC(=O)[O-])C)CCC(=O)[O-])CCC(=O)[O-])C The molecule is tetracarboxylate anion of coproporphyrinogen III. It has a role as a human metabolite and a Saccharomyces cerevisiae metabolite. It is a conjugate base of a coproporphyrinogen III.